N-methylmethanesulfonamide dihydrochloride Cl.Cl.CNS(=O)(=O)C